3-{[2-(4-cyclopropylphenyl)imidazo[1,2-a]pyrimidin-3-yl]methyl}-3,8-diazabicyclo[3.2.1]octane-8-carboxylic acid tert-butyl ester C(C)(C)(C)OC(=O)N1C2CN(CC1CC2)CC2=C(N=C1N2C=CC=N1)C1=CC=C(C=C1)C1CC1